OC1CC(CC1)NC(OC(C)(C)C)=O tert-Butyl N-(3-hydroxycyclopentyl)carbamate